6-[(2S)-2-aminopropyl]-2-chloro-5-fluoro-7-(4-methoxyphenyl)-N-[(thiophen-2-yl)methyl]-7H-pyrrolo[2,3-d]pyrimidine-4-amine hydrochloride Cl.N[C@H](CC1=C(C2=C(N=C(N=C2NCC=2SC=CC2)Cl)N1C1=CC=C(C=C1)OC)F)C